ClC1=NN2C=NC=C(C2=N1)C chloro-8-methyl-[1,2,4]triazolo[1,5-c]pyrimidine